C(C=C)(=O)N1CC(C1)C1=CC=C2C(N(C=NC2=C1)C1=CC(=CC2=CC=CC=C12)O)=O 7-(1-acryloylazetidin-3-yl)-3-(3-hydroxynaphthalen-1-yl)quinazolin-4(3H)-one